NC=1C2=C(N=CN1)N(C(=C2C2=CC(=C(C=C2)OC2=NC=CC(=N2)C)F)C2=C(C=C(C=C2)NC(C(=C)C)=O)C(F)F)C N-(4-(4-amino-5-(3-fluoro-4-((4-methylpyrimidin-2-yl)oxy)phenyl)-7-methyl-7H-pyrrolo[2,3-d]pyrimidin-6-yl)-3-(difluoromethyl)phenyl)methacrylamide